ClC1=C(OCC2=NC=CC(=N2)OC2CCN(CC2)CC2=NC3=C(N2C[C@H]2OCC2)C=C(C=C3F)C(=O)O)C=CC(=C1)Cl 2-{[4-({2-[(2,4-dichlorophenoxy)methyl]pyrimidin-4-yl}oxy)piperidin-1-yl]methyl}-4-fluoro-1-{[(2S)-oxetan-2-yl]methyl}-1H-1,3-benzodiazole-6-carboxylic acid